COC=1C=C(C=CC1NCC#CC=1N(C2=CC=CC(=C2C1)NC1CCOCC1)CC(F)(F)F)S(=O)(=O)N(C)C 3-methoxy-N,N-dimethyl-4-[(3-{4-[(oxan-4-yl)amino]-1-(2,2,2-trifluoroethyl)-1H-indol-2-yl}prop-2-yn-1-yl)amino]benzene-1-sulfonamide